1-(5-aminopyridin-2-yl)-2-methyl-2-(1-methylimidazol-4-yl)propan-1-one NC=1C=CC(=NC1)C(C(C)(C=1N=CN(C1)C)C)=O